(S)-2,5-dioxopyrrolidin-1-yl 15-azido-5-isopropyl-4,7-dioxo-10,13-dioxa-3,6-diazapentadecan-1-oat N(=[N+]=[N-])CCOCCOCCC(N[C@H](C(NCC(=O)ON1C(CCC1=O)=O)=O)C(C)C)=O